C(C1=CC=CC=C1)OC1=NC(=CC=C1N1C=CC2=C(C=CC=C12)N1CCC(CC1)(O)CC(=O)OC(C)(C)C)OCC1=CC=CC=C1 tert-butyl 2-(1-(1-(2,6-bis(benzyloxy)pyridin-3-yl)-1H-indol-4-yl)-4-hydroxypiperidin-4-yl)acetate